(S)-2-((2-((4-chloro-2-fluorobenzyl)oxy)-3-(1H-pyrazol-3-yl)-5,8-dihydro-1,7-naphthyridin-7(6H)-yl)methyl)-1-(oxetan-2-ylmethyl)-1H-benzo[D]imidazole-6-carboxylic acid ClC1=CC(=C(COC2=NC=3CN(CCC3C=C2C2=NNC=C2)CC2=NC3=C(N2C[C@H]2OCC2)C=C(C=C3)C(=O)O)C=C1)F